(S)-2-(4,5-dichloro-6-oxopyridazin-1(6H)-yl)propanoic acid ClC=1C=NN(C(C1Cl)=O)[C@H](C(=O)O)C